4-(6-((1S,2S,3R,5R)-2-fluoro-9-azabicyclo[3.3.1]non-3-yloxy)pyridazin-3-yl)-3-methyloxazol-2(3H)-one F[C@H]1[C@@H]2CCC[C@H](C[C@H]1OC1=CC=C(N=N1)C=1N(C(OC1)=O)C)N2